C(C)(C)(C)OC(N[C@@H]1C(N2C3=C(C(=C2C(C1)=C)C=1C=NC2=CC=CC=C2C1)C(=NC=N3)N)[2H])=O ((8S)-4-amino-6-methylene-5-(quinolin-3-yl)-6,7,8,9-tetrahydropyrimidino[5,4-b]indolizin-8-yl-9-d)carbamic acid tert-butyl ester